3-(2,6-difluoro-4-((3S,4S)-3-fluoro-4-(piperazin-1-yl)piperidin-1-yl)phenyl)piperidine-2,6-dione FC1=C(C(=CC(=C1)N1C[C@@H]([C@H](CC1)N1CCNCC1)F)F)C1C(NC(CC1)=O)=O